ethoxybisphenol a diacrylate C(C=C)(=O)O.C(C=C)(=O)O.C(C)OC1=C(O)C=CC(=C1)C(C)(C)C1=CC=C(C=C1)O